FC1=C(C(=CC=C1C1=CC(=NN1)C1COCC1)O)N1CC(NS1(=O)=O)=O 5-(2-fluoro-6-hydroxy-3-(3-(tetrahydrofuran-3-yl)-1H-pyrazol-5-yl)phenyl)-1,2,5-thiadiazolidin-3-one 1,1-dioxide